[Si](C)(C)(C(C)(C)C)OCCN(C1=CC=C(/C=C/C2=C(\C(\CC(C2)(C)C)=C\C#N)SCCO[Si](C)(C)C(C)(C)C)C=C1)C (E)-2-(3-((E)-4-((2-((tert-butyldimethylsilyl)oxy)ethyl)(methyl)-amino)styryl)-2-((2-((tert-butyldimethylsilyl)oxy)ethyl)thio)-5,5-dimethylcyclohex-2-en-1-ylidene)acetonitrile